5-(4-hydroxybenzylidene)-1-methyl-2-selenoxo-3-(4-tolyl)imidazolidin-4-one OC1=CC=C(C=C2C(N(C(N2C)=[Se])C2=CC=C(C=C2)C)=O)C=C1